C1=CC=CC2=C1C=CC1=C(C=C2)C=CC=C1 dibenzo(a,e)cyclooctene